CC1=C(C=2N(C=C1C1=C(C3=C(N1)SC(=C3C)[C@H]3[C@@H]1CN([C@H](C3)C1)C(CO)CO)C(C)C)N=CN2)C 2-((1S,4R,5R)-5-(5-(7,8-dimethyl-[1,2,4]triazolo[1,5-a]pyridin-6-yl)-4-isopropyl-3-methyl-6H-thieno[2,3-b]pyrrol-2-yl)-2-azabicyclo[2.2.1]heptan-2-yl)propane-1,3-diol